4-((((3-((4-methoxybenzyl)amino)propyl)amino)methyl)phenoxy)butanamide COC1=CC=C(CNCCCNCC2=C(OCCCC(=O)N)C=CC=C2)C=C1